C(CC)OCC(CO)O 3-propoxy-1,2-propylene glycol